BrC=1N(C(=NN1)C=1C(=CC(=C(C1)NC(=O)C=1C=NN2C1C=CC(=C2)F)C)F)C2OCCCC2 N-[5-[5-bromo-4-(oxan-2-yl)-1,2,4-triazol-3-yl]-4-fluoro-2-methylphenyl]-6-fluoropyrazolo[1,5-a]pyridine-3-carboxamide